3-(6-bromo-4-methoxypyridin-2-yl)-3-hydroxy-1-methylpyrrolidin-2-one BrC1=CC(=CC(=N1)C1(C(N(CC1)C)=O)O)OC